C1(CC1)NCCOC1=C(C2=C(C(=N1)C)CC(C2)CNCCC2CN(C(O2)=O)C=2C=CC=1OCC(NC1N2)=O)C 6-[5-[2-[[3-[2-(cyclopropylamino)ethoxy]-1,4-dimethyl-6,7-dihydro-5H-cyclopenta[c]pyridin-6-yl]methylamino]ethyl]-2-oxo-1,3-oxazolidin-3-yl]-4H-pyrido[3,2-b][1,4]oxazin-3-one